9,10-bis(4-methyl-1-naphthyl)anthracene CC1=CC=C(C2=CC=CC=C12)C=1C2=CC=CC=C2C(=C2C=CC=CC12)C1=CC=C(C2=CC=CC=C12)C